(S)-3,5-difluoro-N-methyl-4-(6-methyl-3-(morpholin-2-ylmethyl)benzofuran-2-yl)benzamide hydrochloride Cl.FC=1C=C(C(=O)NC)C=C(C1C=1OC2=C(C1C[C@H]1CNCCO1)C=CC(=C2)C)F